C(=C)C(O)C1CCCCC1 vinylcyclohexyl-methanol